tert-butyl (2-(2-(3-((4-(1-(cyclopropanecarbonyl) indolin-5-yl)-5-methylthiazole-2-carboxamido)methyl)phenoxy)ethoxy)ethyl)carbamate C1(CC1)C(=O)N1CCC2=CC(=CC=C12)C=1N=C(SC1C)C(=O)NCC=1C=C(OCCOCCNC(OC(C)(C)C)=O)C=CC1